[Br-].C(C=C)(=O)NCCC[N+](C)(C)CCCCCCCCCCCC 3-acrylamidopropyldodecyl-dimethyl-ammonium bromide